(2S,3S)-2-(3-bromo-2-fluorobenzyl)-3-((ethylsulfonyl)amino)-N,N-dimethylpyrrolidine-1-carboxamide BrC=1C(=C(C[C@@H]2N(CC[C@@H]2NS(=O)(=O)CC)C(=O)N(C)C)C=CC1)F